O=C1NC(CCC1N1C(C2=CC=C(C=C2C1=O)N1CCN(CC1)CCCC1CCNCC1)=O)=O 2-(2,6-dioxo-3-piperidinyl)-5-[4-[3-(4-piperidinyl)propyl]piperazin-1-yl]isoindol-1,3-dione